CS(=O)(=O)OCCN1C(CN(CC1C)C(=O)OC(C)(C)C)C tert-butyl 4-[2-(methanesulfonyloxy)ethyl]-3,5-dimethylpiperazine-1-carboxylate